ClC1=C(C=CC=C1)C(\C=C(/CC)\C(F)(F)F)=O (E)-1-(2-chlorophenyl)-3-(trifluoromethyl)pent-2-en-1-one